1-(5-methyl-2-((tetrahydro-2H-pyran-4-yl)amino)pyrimidin-4-yl)-N-(2-hydroxy-1-phenylethyl)-1H-pyrrole-3-carboxamide CC=1C(=NC(=NC1)NC1CCOCC1)N1C=C(C=C1)C(=O)NC(CO)C1=CC=CC=C1